NC1=C(C=2C(=NC=C(C2S1)F)C=1C2=C(C=3C=NC(=NC3C1Cl)N1C[C@H](CC1)N(C)C)COC2)C#N 2-Amino-4-(5-chloro-3-((S)-3-(dimethylamino)pyrrolidin-1-yl)-7,9-dihydrofuro[3,4-f]quinazolin-6-yl)-7-fluorothieno[3,2-c]pyridine-3-carbonitrile